C[C@](CO)([C@@H](COP(=O)([O-])OP(=O)([O-])OC[C@@H]1[C@H]([C@H]([C@@H](O1)N2C=CC(=NC2=O)N)O)O)O)OP(=O)([O-])[O-] 4-diphosphocytidyl-2C-methyl-D-erythritol 2-phosphate